tert-butyl 4-[1-(2,6-dioxo-3-piperidyl)indolin-4-yl]piperazine-1-carboxylate O=C1NC(CCC1N1CCC2=C(C=CC=C12)N1CCN(CC1)C(=O)OC(C)(C)C)=O